C1=CC=C(C=C1)C(=O)[O-] p-benzeneAt